N4-[2-(isopropylsulfonyl)-phenyl]-pyrimidine-2,4-diamine C(C)(C)S(=O)(=O)C1=C(C=CC=C1)NC1=NC(=NC=C1)N